N-((1s,4s)-4-hydroxy-4-phenylcyclohexyl)-4-(1H-imidazol-1-yl)pyrimidine-2-carboxamide OC1(CCC(CC1)NC(=O)C1=NC=CC(=N1)N1C=NC=C1)C1=CC=CC=C1